COC(=O)C=1C=CC=2C3=C(NC2C1)C=C(N=C3NCCCN3CCOCC3)CC=3C=NC=CC3 1-((3-Morpholinylpropyl)amino)-3-(pyridin-3-ylmethyl)-5H-pyrido[4,3-b]indole-7-carboxylic acid methyl ester